FC(C1=C(C=NC(=C1)C1=NC(=NC=C1)C)OC[C@](CC(C)C)(N)C)F (S)-1-((4-(difluoromethyl)-6-(2-methylpyrimidin-4-yl)pyridin-3-yl)oxy)-2,4-dimethylpentan-2-amine